BrC1=C(C(=CC(=C1C)C)[N+](=O)[O-])NC(OC(C)(C)C)=O tert-butyl (2-bromo-3,4-dimethyl-6-nitrophenyl)carbamate